(S)-2-(1,3-dioxoisoindolin-2-yl)-3-(4-fluorophenyl)-2-methylpropanoic acid methyl ester COC([C@@](CC1=CC=C(C=C1)F)(C)N1C(C2=CC=CC=C2C1=O)=O)=O